C(C)N(CC)CC.C(CCCCCCC\C=C/CCCCCCCC)(=O)O oleic acid triethylamine salt